5-cyclopropyl-4-[5-fluoro-2-[[5-[2-[(1R)-1-(3,3-dimethoxycyclobutyl)-2-methyl-propyl]-2,7-diazaspiro[3.4]octan-7-yl]-1,2,4-triazin-6-yl]oxy]phenyl]-3-methyl-isoxazole C1(CC1)C1=C(C(=NO1)C)C1=C(C=CC(=C1)F)OC1=C(N=CN=N1)N1CCC2(CN(C2)[C@H](C(C)C)C2CC(C2)(OC)OC)C1